6-((((S)-1-(6-aminopyridin-3-yl)piperidin-3-yl)((5-chloro-2-methoxypyridin-4-yl)methyl)amino)methyl)-9,10-difluoro-3-methyl-2H-[1,4]oxazino[2,3,4-ij]quinolin-7(3H)-one NC1=CC=C(C=N1)N1C[C@H](CCC1)N(CC1=CC(=NC=C1Cl)OC)CC1=CN2C3=C(C(=C(C=C3C1=O)F)F)OCC2C